C(C)(C)C1(CC(=CC=C1)C(C)C)CCCC[Mg] 1,3-diisopropylphenylbutylmagnesium